tert-butyl (S)-2-((S)-1-hydroxyethyl)morpholine-4-carboxylate O[C@@H](C)[C@@H]1CN(CCO1)C(=O)OC(C)(C)C